5-(difluoromethoxy)-2-[7-(cis-3-hydroxy-3-methylcyclobutyl)-5-methoxy-7H-pyrrolo[2,3-c]pyridazin-3-yl]-3-methylphenol FC(OC=1C=C(C(=C(C1)O)C1=CC2=C(N=N1)N(C=C2OC)C2CC(C2)(C)O)C)F